5-chloro-N-{2,4-difluoro-3-[5-fluoro-2-(piperidin-4-ylamino)quinazolin-6-yl]phenyl}-1-benzofuran-7-sulfonamide ClC=1C=C(C2=C(C=CO2)C1)S(=O)(=O)NC1=C(C(=C(C=C1)F)C=1C(=C2C=NC(=NC2=CC1)NC1CCNCC1)F)F